tin dimaleate C(\C=C/C(=O)[O-])(=O)[O-].C(\C=C/C(=O)[O-])(=O)[O-].[Sn+4]